ClCOCC chloromethyl-ethylether